OCC=1C=C(C=CC1)SC=1N=NN(C1)C1=CC=C(C(=O)NOC2OCCCC2)C=C1 4-(((3-(hydroxymethyl)phenyl)thio)-1H-1,2,3-triazol-1-yl)-N-((tetrahydro-2H-pyran-2-yl)oxy)benzamide